FC(COC=1NC(C=2C(N1)=NN(C2)C2=C(C=C(C=C2)C)C)=O)F 6-(2,2-difluoroethoxy)-2-(2,4-dimethylphenyl)-2,5-dihydro-4H-pyrazolo[3,4-d]pyrimidin-4-one